NC=1C=CC=NC1 5-aminopyridin